3-(3-bromophenyl)-1-(4-(quinoxalin-2-yloxy)phenyl)chalcone BrC=1C=C(C=CC1)C=1CC(C=CC1)(\C=C\C(=O)C1=CC=CC=C1)C1=CC=C(C=C1)OC1=NC2=CC=CC=C2N=C1